[Br].N1C=NC=C1 1H-imidazole bromine salt